CC(=CC(=O)NCC(C1=CC(=O)C2=NC=CC3=C2C1=NC4=CC=CC=C34)O)C The molecule is an alkaloid that is an enamide obtained by the formal condensation of 3-methylbut-2-enoic acid with 6-(2-amino-1-hydroxyethyl)-4H-pyrido[2,3,4-kl]acridin-4-one. It is isolated from the Okinawan marine tunicate Cystodytes dellechiajei and exhibits cytotoxicity against human epidermoid carcinoma KB cells. It has a role as a metabolite and an antineoplastic agent. It is an alkaloid, an organic heterotetracyclic compound, an enamide, a secondary alcohol, an enone and a secondary carboxamide. It derives from a 3-methylbut-2-enoic acid.